1,2,5,6,7,8-hexahydro-1,6-naphthyridine-6-carboxylate N1CC=CC=2CN(CCC12)C(=O)[O-]